{[bis(benzyloxy)phosphoryl]oxy}methyl (2S)-1,4-bis[2-(4-chloro-3-fluorophenoxy)acetamido]bicyclo[2.2.2]octan-2-yl carbonate C(OCOP(=O)(OCC1=CC=CC=C1)OCC1=CC=CC=C1)(O[C@@H]1C2(CCC(C1)(CC2)NC(COC2=CC(=C(C=C2)Cl)F)=O)NC(COC2=CC(=C(C=C2)Cl)F)=O)=O